CNCC=1C(NC(NC1)=S)=O 5-methylaminomethyl-2-thio-uracil